BrC1=CC=C(OC=2C3=C(SC2C(=O)C2=C(C=CC=C2C)C)C=C(C=C3)OC)C=C1 (3-(4-Bromophenoxy)-6-methoxybenzo[b]thiophen-2-yl)(2,6-dimethylphenyl)methanone